N-tert-butyl-N'-(2-hydroxyethyl)-N'-(2-hydroxy-propyl)urea C(C)(C)(C)NC(=O)N(CC(C)O)CCO